(9H-fluoren-9-yl)methyl (R)-(1-azido-3-(2-(2-methoxyethoxy)ethoxy)propan-2-yl)carbamate N(=[N+]=[N-])C[C@H](COCCOCCOC)NC(OCC1C2=CC=CC=C2C=2C=CC=CC12)=O